CC(C)(C#CC(C)(OOC(C)(C)CC)C)OOC(C)(C)CC 2,5-dimethyl-2,5-di(tert-amylperoxy)hex-3-yne